C(C)(C)(C)OC(=O)N1[C@@H](C2=CC=CC=C2C1)CCCOS(=O)(=O)C1=CC=C(C)C=C1 (R)-1-(3-(tosyloxy)propyl)isoindoline-2-carboxylic acid tert-butyl ester